CNCCCCCCN(C)C trimethylhexamethylenediamine